5-hydroxy-2-methylbenzoic acid OC=1C=CC(=C(C(=O)O)C1)C